N4-cyclopropyl-5-fluoro-N6-[(2-methoxycyclohexyl)methyl]-N4-[[4-(trifluoromethyl)phenyl]methyl]pyrimidine-4,6-diamine C1(CC1)N(C1=NC=NC(=C1F)NCC1C(CCCC1)OC)CC1=CC=C(C=C1)C(F)(F)F